tert-butyl N-[6-[6-(tert-butoxycarbonylamino)pyrazin-2-yl]imidazo[1,2-a]pyrazin-8-yl]-N-[4-(4-prop-2-ynylpiperazin-1-yl)phenyl]carbamate C(C)(C)(C)OC(=O)NC1=CN=CC(=N1)C=1N=C(C=2N(C1)C=CN2)N(C(OC(C)(C)C)=O)C2=CC=C(C=C2)N2CCN(CC2)CC#C